N1(N=NC2=C1C=CC=C2)OC=2C1=C(N=C(N2)SC)CN(CC1)C(=O)OC(C)(C)C Tert-butyl 4-((1H-benzo[d][1,2,3]triazole-1-yl)oxy)-2-(methylthio)-5,8-dihydropyrido[3,4-d]pyrimidine-7(6H)-carboxylate